C(C=C)(=O)O.C(C=C)(=O)O.C(C=C)(=O)O.C(O)C(CC)(CO)CO 1,1,1-Trimethylolpropane triacrylate